ClC=1C=CC(=C(C1)C(CC(=O)OCC)N1CCN(CC1)C(C)C)F ethyl 3-(5-chloro-2-fluorophenyl)-3-(4-isopropylpiperazin-1-yl)propanoate